C(#N)C1(CC1)C1=NC(=CC(=C1)C(=O)O)C(F)(F)F 2-(1-cyanocyclopropyl)-6-(trifluoromethyl)pyridine-4-carboxylic acid